OC(C(CCC(=O)O)C(=O)O)C(=O)O 1-hydroxy-1,2,4-butanetricarboxylic acid